2-Bromo-5-(4-fluorophenylethyl)-7,7-dimethyl-6,7-dihydro-5H-pyrrolo[2,3-b]pyrazine BrC=1N=C2C(=NC1)N(CC2(C)C)CCC2=CC=C(C=C2)F